N-Methyl-2-(((1-phenylazetidin-3-yl)methyl)amino)pyrimidine-4-carboxamide CNC(=O)C1=NC(=NC=C1)NCC1CN(C1)C1=CC=CC=C1